6-fluoro-7-[(3S)-3-hydroxypyrrolidin-1-yl]-N-[(2S)-3-methylbut-2-yl]-4-oxo-1-(2,4,6-trifluorophenyl)-1,4-dihydro-1,8-naphthyridine-3-carboxamide FC=1C=C2C(C(=CN(C2=NC1N1C[C@H](CC1)O)C1=C(C=C(C=C1F)F)F)C(=O)N[C@@H](C)C(C)C)=O